NC=1C=C(C=NC1)N1C(C2(CC1)CCN(CC2)C(=O)OC(C)(C)C)=O tert-butyl 2-(5-aminopyridin-3-yl)-1-oxo-2,8-diazaspiro[4.5]decane-8-carboxylate